(1R,2R)-1-N,2-dimethylcyclohexane-1,2-diamine CN[C@H]1[C@@](CCCC1)(N)C